tert-butyl (2S,5S)-5-(((tert-butyldiphenylsilyl)oxy)methyl)-2-((2-(7-methylbenzo[d]isoxazol-3-yl)propan-2-yl)carbamoyl)morpholine-4-carboxylate [Si](C1=CC=CC=C1)(C1=CC=CC=C1)(C(C)(C)C)OC[C@@H]1CO[C@@H](CN1C(=O)OC(C)(C)C)C(NC(C)(C)C1=NOC2=C1C=CC=C2C)=O